C(C)C1=C(N=C(C(=N1)C(=O)N)NC1=CC(=CC=C1)OCCCNS(=O)(=O)C=C)NC1CCOCC1 6-Ethyl-5-((tetrahydro-2H-pyran-4-yl)amino)-3-((3-(3-(vinylsulfonamido)propoxy)phenyl)-amino)pyrazine-2-carboxamide